3-triazolylmethyl-1,3,5-triazine-2,4-dione N1N=NC(=C1)CN1C(NC=NC1=O)=O